6-piperazin-1-yl-N-[4-([1,2,4]triazolo[1,5-a]pyridin-7-yloxy)phenyl]pyrido[3,2-d]pyrimidin-4-amine N1(CCNCC1)C=1C=CC=2N=CN=C(C2N1)NC1=CC=C(C=C1)OC1=CC=2N(C=C1)N=CN2